3,3-dimethylpiperazine-1-carboxylic acid butyl ester C(CCC)OC(=O)N1CC(NCC1)(C)C